C1(=CC=CC=C1)C(C)(C)NS(=O)(=O)C1=CC=C(C=C1)NC(NCC=1C=NC=CC1)=O 3-{4-[(2-phenylpropan-2-yl)sulfamoyl]phenyl}-1-(pyridin-3-ylmethyl)urea